OCCC=1C(=NC(=CC1C1=C(C=CC(=C1)NC(=O)N1C[C@@H](CC1)CC(F)(F)F)C)N1CCOCC1)C(=O)N (2-hydroxyethyl)-4-[2-methyl-5-[(3S)-3-(2,2,2-trifluoroethyl)pyrrolidine-1-carbonylamino]phenyl]-6-(morpholin-4-yl)pyridine-2-carboxamide